4-methyl-1-indanone CC1=C2CCC(C2=CC=C1)=O